4-((1-methylpyrrolidin-3-yl)oxy)-1-(((S)-oxetan-2-yl)methyl)-1H-benzo[d]imidazole-6-carboxylate CN1CC(CC1)OC1=CC(=CC=2N(C=NC21)C[C@H]2OCC2)C(=O)[O-]